3-(trifluoromethyl)-6a,7,9,10-tetrahydropyrazino[1,2-d]pyrido[3,2-b][1,4]thiazin FC(C1=CC=2SCC3N(C2N=C1)CCNC3)(F)F